6-((1R,3r,5S,6r)-6-(1-ethyl-3-(5-(trifluoromethyl)pyridin-3-yl)-1H-pyrazol-5-yl)bicyclo[3.1.0]hexan-3-yl)-2-thia-6-azaspiro[3.4]octane 2,2-dioxide C(C)N1N=C(C=C1C1[C@H]2CC(C[C@@H]12)N1CC2(CS(C2)(=O)=O)CC1)C=1C=NC=C(C1)C(F)(F)F